C1NCC12CC(C2)NC2=CC=C1C3(CN(C(C1=C2)=O)C[C@@H](CN2CC1=CC=CC=C1CC2)O)CC3 (R)-7'-((2-azaspiro[3.3]hept-6-yl)amino)-2'-(3-(3,4-dihydroisoquinolin-2(1H)-yl)-2-hydroxypropyl)-2',3'-dihydro-1'H-spiro[cyclopropane-1,4'-isoquinolin]-1'-one